O1CCN(CC1)C1=C2C=CC=NC2=C(C=C1)N1N=CC(=C1)S(=O)(=O)N (5-morpholinoquinolin-8-yl)-1H-pyrazole-4-sulfonamide